C(C)(=O)N[C@H](C(=O)N1[C@@H](C[C@H](C1)O)C(=O)NCC1=C(OCCCCN(C(OC(C)(C)C)=O)C)C=C(C=C1)C1=C(N=CS1)C)C(C)(C)C tert-butyl (4-(2-(((2S,4R)-1-((S)-2-acetamido-3,3-dimethylbutanoyl)-4-hydroxypyrrolidine-2-carboxamido)methyl)-5-(4-methylthiazol-5-yl)phenoxy)butyl)(methyl)carbamate